FC(=CC1=C(C=CC(=C1)C(F)(F)F)S(=O)(=O)O)F 2,2-difluorovinyl-4-(trifluoromethyl)benzenesulfonic acid